(R)-6-((1-((3-methylpyridin-2-yl)methyl)-3-oxoisoindolin-2-yl)methyl)benzo[d]oxazol-2(3H)-one CC=1C(=NC=CC1)C[C@H]1N(C(C2=CC=CC=C12)=O)CC1=CC2=C(NC(O2)=O)C=C1